2-methyl-N-{(1S)-1-[3-(6-morpholin-4-ylpyridin-3-yl)phenyl]ethyl}pyrimidin-4-amine CC1=NC=CC(=N1)N[C@@H](C)C1=CC(=CC=C1)C=1C=NC(=CC1)N1CCOCC1